C(C)(C)OC(NC1=CC(=C(C=C1)C=1SC(=CN1)C1=CC=C(C=C1)N)S(NC(C)(C)C)(=O)=O)=O (4-(5-(4-aminophenyl)thiazol-2-yl)-3-(N-(tert-butyl)sulfamoyl)phenyl)carbamic acid isopropyl ester